4-[6-benzyloxy-7-(1-methylpyrazol-4-yl)imidazo[1,2-a]pyridin-3-yl]-N-cyclopropyl-2-(difluoromethoxy)-6-methoxy-benzamide C(C1=CC=CC=C1)OC=1C(=CC=2N(C1)C(=CN2)C2=CC(=C(C(=O)NC1CC1)C(=C2)OC)OC(F)F)C=2C=NN(C2)C